CS(=O)(=O)N1C=C(C=C1)C(=O)NCC(NC=1SC=C(N1)C1=CC(=CC=C1)C1=CC(=NC=C1)N1CCNCC1)=O 1-Methylsulfonyl-N-[2-oxo-2-[[4-[3-(2-piperazin-1-yl-4-pyridyl)phenyl]thiazol-2-yl]amino]ethyl]pyrrole-3-carboxamide